BrC1N(C=C(C=C1)F)C1=NN(C=C1CC1CC1)CC1=CC=C(C=C1)OC 2-bromo-N-[4-(cyclopropylmethyl)-1-[(4-methoxyphenyl)methyl]pyrazol-3-yl]-5-fluoropyridine